C(C)OC(CCCCNC1=C(C=C(C=C1F)B1OC(C(O1)(C)C)(C)C)F)=O 5-[2,6-Difluoro-4-(4,4,5,5-tetramethyl-1,3,2-dioxaborolan-2-yl)anilino]pentanoic acid ethyl ester